(Z)-N-(4-(furan-2-yl)-1,3,8-triphenyl-7-oxa-1,2-diazaspiro[4.4]nona-2,8-dien-6-ylidene)-4-methylbenzenesulfonamide O1C(=CC=C1)C1C(=NN(C12/C(/OC(=C2)C2=CC=CC=C2)=N/S(=O)(=O)C2=CC=C(C=C2)C)C2=CC=CC=C2)C2=CC=CC=C2